C(C)S(=O)(=O)C1=CC2=C(N(C(N2C)=O)C(=O)OCC)C=C1C1=NC=2C(=NC=C(C2)C(F)(F)F)N1C ethyl 5-ethylsulfonyl-3-methyl-6-[3-methyl-6-(trifluoromethyl) imidazo[4,5-b]pyridine-2-yl]-2-oxo-benzimidazole-1-carboxylate